ethyl (4-(2-(3-hydroxy-3-methylbutyl)-5-(3-sulfamoylbenzamido)-2H-indazol-6-yl)benzoyl)-D-valinate OC(CCN1N=C2C=C(C(=CC2=C1)NC(C1=CC(=CC=C1)S(N)(=O)=O)=O)C1=CC=C(C(=O)N[C@H](C(C)C)C(=O)OCC)C=C1)(C)C